C(=O)O.ClC=1C=C(CCN2C[C@H](CCC2)N)C=CC1OCC1CC1 (S)-1-(3-chloro-4-(cyclopropylmethoxy)phenethyl)piperidin-3-amine formate salt